C(C)(C)(C)OC(=O)N1CC2=CC(=C(C=C2CC1)OC)NC1=NC=C(C(=N1)Cl)C(F)(F)F 7-[[4-chloro-5-(trifluoromethyl)pyrimidin-2-yl]amino]-6-methoxy-3,4-dihydro-1H-isoquinoline-2-carboxylic acid tert-butyl ester